dimethoxy-7H-azulene COC1(CC=CC2=CC=CC2=C1)OC